C(C=C)(=O)N1C[C@@H]2COC3=C(C(N2CC1)=O)C(=NC(=C3Cl)C3=C(C=CC=C3O)F)N3[C@H](CN(CC3)CCO)C (6aR)-8-acryloyl-4-chloro-3-(2-fluoro-6-hydroxyphenyl)-1-((S)-4-(2-hydroxyethyl)-2-methylpiperazin-1-yl)-6,6a,7,8,9,10-hexahydro-12H-pyrazino[2,1-c]pyrido[3,4-f][1,4]oxazepin-12-one